N(C(=N)N)C1=CC=C(C[C@@H](N)C(=O)O)C=C1 4-guanidino-D-phenylalanine